FC1=CC=CC=2C=3N(C(=NC12)N[C@H]1C(NCCCC1)=O)N=C(N3)C3=CC=C(C=C3)F (3R)-3-{[7-fluoro-2-(4-fluorophenyl)[1,2,4]triazolo[1,5-c]quinazolin-5-yl]amino}azepan-2-one